FC=1C=C2CC(C(OC2=CC1)C(=O)O)=O 6-Fluorooxochromene-2-carboxylic acid